(2S,4R)-1-[(2S)-2-(4-cyclopropyltriazol-1-yl)-3,3-dimethyl-butanoyl]-4-hydroxy-N-[3-(5-methyl-1,3,4-thiadiazol-2-yl)propyl]pyrrolidine-2-carboxamide C1(CC1)C=1N=NN(C1)[C@H](C(=O)N1[C@@H](C[C@H](C1)O)C(=O)NCCCC=1SC(=NN1)C)C(C)(C)C